3-{benzyl-[(2S)-3-(benzyloxy)-2-hydroxypropyl]amino}-2,2-dimethylpropan-1-ol C(C1=CC=CC=C1)N(CC(CO)(C)C)C[C@@H](COCC1=CC=CC=C1)O